1-methyl-2-(trifluoromethyl)benzimidazol-5-amine CN1C(=NC2=C1C=CC(=C2)N)C(F)(F)F